N1CCC(CC1)OC1=C(C(=NC=C1)NC1=CC=C(C=C1)C(F)(F)F)C1=NOC(N1)=O 3-[4-(4-piperidyloxy)-2-[4-(trifluoromethyl)anilino]-3-pyridyl]-4H-1,2,4-oxadiazol-5-one